3-Deuterio-4-[[(2S,3R,4R,5R)-3-(3,4-difluoro-2-methoxyphenyl)-4,5-dimethyl-5-(trifluoromethyl)tetrahydrofuran-2-carbonyl]amino]pyridin-2-carboxamid [2H]C=1C(=NC=CC1NC(=O)[C@H]1O[C@]([C@@H]([C@@H]1C1=C(C(=C(C=C1)F)F)OC)C)(C(F)(F)F)C)C(=O)N